N-((7-(5-(difluoromethyl)-1,3,4-oxadiazol-2-yl)imidazo[1,2-a]pyridin-2-yl)methyl)-N-(3-fluorophenyl)-1-(oxetane-3-carbonyl)azetidine-3-carboxamide FC(C1=NN=C(O1)C1=CC=2N(C=C1)C=C(N2)CN(C(=O)C2CN(C2)C(=O)C2COC2)C2=CC(=CC=C2)F)F